ClC=1C=C(C=CC1F)NC(N(C1COCC=2NC(C3=C(C21)COCC3)=O)C)=O 3-(3-chloro-4-fluorophenyl)-1-methyl-1-(5-oxo-4,5,6,7,9,10-hexahydro-1H,3H-dipyrano[3,4-b:3',4'-d]pyridin-10-yl)urea